N1N=NC2=C1C=CC=C2N2CCN(CC2)CCC(=C)C2=CC=CC=C2 1-(4-(1,2,3-benzotriazolyl)-1-piperazinyl)-3-phenylbut-3-ene